4-amino-3-bromo-5-cyanophenethyl methanesulfonate CS(=O)(=O)OCCC1=CC(=C(C(=C1)C#N)N)Br